2-(methylhydrotelluro-methyl)pyridine CC(C1=NC=CC=C1)[TeH]